5-((2R,4S)-2-(2-((1s,3S)-3-aminocyclobutoxy)-5-fluorophenyl)-4-fluoropyrrolidin-1-yl)pyrazolo[1,5-a]pyrimidine-3-carboxylic acid trihydrochloride Cl.Cl.Cl.NC1CC(C1)OC1=C(C=C(C=C1)F)[C@@H]1N(C[C@H](C1)F)C1=NC=2N(C=C1)N=CC2C(=O)O